2-Azaspiro[3.5]Nonane-1,7-Dione C1(NCC12CCC(CC2)=O)=O